ClC1=C(C=CC=C1F)C1=C(C2=C(N=C(N=C2)SC)N(C1=O)C)C#C[Si](C(C)C)(C(C)C)C(C)C 6-(2-chloro-3-fluorophenyl)-8-methyl-2-(methylsulfanyl)-5-[2-(triisopropylsilyl)ethynyl]pyrido[2,3-d]pyrimidin-7-one